(E)-4-(4-fluorophenyl)-2,4,7-trimethyloct-2,6-dienal FC1=CC=C(C=C1)C(/C=C(/C=O)\C)(CC=C(C)C)C